C(C)(C)C1=C(C(=CC=C1)C(C)C)NC(=O)NS(=O)(=O)N1C(COCC1C)C N-((2,6-Diisopropylphenyl)carbamoyl)-3,5-dimethylmorpholin-4-sulfonamid